C(C1=CC=CC=C1)N1C(NC2=CC3=C(C=C2C1)C(=NN3)C3=CC=NC=C3)=O 6-benzyl-3-(pyridin-4-yl)-5,6-dihydro-1H-pyrazolo[4,3-g]quinazolin-7(8H)-one